ClC1=C(C(=CC=C1Cl)F)C(CNC(OC(C)(C)C)=O)=O tert-butyl N-[2-(2,3-dichloro-6-fluorophenyl)-2-oxoethyl]carbamate